FC(F)(F)S(=O)(=O)[O-].[Li+] lithium (trifluoromethylsulfonate)